OC1C(C2(CC1)CN(CCC2)C(=O)OC(C)(C)C)C(=O)OC 7-(tert-butyl) 1-methyl 2-hydroxy-7-azaspiro[4.5]decane-1,7-dicarboxylate